[Bi](I)(I)I.NC(=S)N thiourea bismuth iodide